(2S,5R)-5-((benzyloxy)amino)piperidine-2-carboxylic acid ethyl ester C(C)OC(=O)[C@H]1NC[C@@H](CC1)NOCC1=CC=CC=C1